3-((5,6-dichloro-1H-benzo[d]imidazol-2-yl)methyl)-N-hydroxybenzamide ClC1=CC2=C(NC(=N2)CC=2C=C(C(=O)NO)C=CC2)C=C1Cl